Cl.CN1N=CC=C1C1[C@H]2CNC[C@@H]12 (1r,5s,6r)-6-(1-methyl-1H-pyrazol-5-yl)-3-azabicyclo[3.1.0]hexane hydrochloride